O1C2=C(OCC1)C=C(C=C2)C=2N=CC(=NC2C2=CC=CC=C2)N2CCC(CC2)CNC(C2=CC=CC=C2)=O N-((1-(5-(2,3-dihydrobenzo[b][1,4]dioxin-6-yl)-6-phenylpyrazin-2-yl)piperidin-4-yl)methyl)benzamide